C(CCC)C(CCCCC)P(O)(=O)C(CCCC)CCC (1-butylhexyl)(1-propylpentyl)phosphinic acid